C(=O)(O)CC(CCC(=O)O)C(=O)O 1,2,4-tricarboxybutane